OC1=C(C=C(C2=CC=CC=C12)O)C(=O)OC1=CC=CC=C1 phenyl 1,4-dihydroxy-2-naphthoate